N1(CCC1)C(\C=C/N1N=C(N=C1)C1=CC(=CC=C1)Cl)=O (Z)-1-(azetidin-1-yl)-3-(3-(3-chlorophenyl)-1H-1,2,4-triazol-1-yl)prop-2-en-1-one